N1=C(C=CC2=CC=CC=C12)C1=CC=CC=C1C=CC(=O)O quinolinecinnamic acid